ClC1=NC=C(C(=O)NOCC)C(=C1)NC1=C(C=C(C(=C1)F)C1CC1)NS(NC)(=O)=O 6-chloro-4-((4-cyclopropyl-5-fluoro-2-(N-methylsulfamoylamino)phenyl)amino)-N-ethoxynicotinamide